COC(CC(CCCC(C)(O)C)C)OC 3,7-Dimethyl-7-hydroxyoctan-1-al dimethyl acetal